C(=CCCCC)P(O)(=O)CCCCCC hexenyl-hexyl-phosphinic acid